N-methyl-2-({3-[(E)-2-(pyridin-2-yl)vinyl]imidazo[1,5-a]pyridin-7-yl}thio)benzamide CNC(C1=C(C=CC=C1)SC1=CC=2N(C=C1)C(=NC2)\C=C\C2=NC=CC=C2)=O